[O-]CCCC.[Zr+4].[O-]CCCC.[O-]CCCC.[O-]CCCC Zirconium (IV) butoxid